C1CC1C(=O)N[C@H]1CCC2=C(C=3C=CC(C(=CC13)C(=O)NC)=O)C(=C(C(=C2)OC)OC)OC (S)-7-(3-cyclopropylcarbonylamino)-1,2,3-trimethoxy-N-methyl-10-oxo-5,6,7,10-tetrahydrobenzo[a]heptalen-9-carboxamide